Perfluorobutyl iodid FC(C(C(C(F)(F)F)(F)F)(F)F)(F)I